N[C@H]1CN(C[C@@H](C1)F)C(=O)C1=CC2=C(N(C(=N2)C2=CC=3C(=NC(=CC3)C=3C=C4C=CC=[N+](C4=CC3)[O-])N2CC2CC2)C)C(=C1)OC 6-(2-{5-[(3R,5R)-3-amino-5-fluoropiperidine-1-carbonyl]-7-methoxy-1-methyl-1H-1,3-benzodiazol-2-yl}-1-(cyclopropylmethyl)-1H-pyrrolo[2,3-b]pyridin-6-yl)quinolin-1-ium-1-olate